((4-(1H-pyrazolo[3,4-b]pyridin-5-yl)-3,6-dihydropyridin-1(2H)-yl)methyl)-3-ethyl-1,5-naphthyridin-2(1H)-one N1N=CC=2C1=NC=C(C2)C=2CCN(CC2)CN2C(C(=CC1=NC=CC=C21)CC)=O